FC=1C=C(C=CC1)[C@@H]1CC[C@H]2OC3(C(N21)=O)CCN(CC3)C3=CC=C(C(=N3)C)C#N 6-[(5'S,7a'R)-5'-(3-fluorophenyl)-3'-oxotetrahydro-1H,3'H-spiro[piperidine-4,2'-pyrrolo[2,1-b][1,3]oxazol]-1-yl]-2-methylpyridine-3-carbonitrile